(S)-N-((1R)-6-fluoro-1-(2-oxo-2-(2,4,6-trioxo-1-(tetrahydro-2H-pyran-4-yl)hexahydropyrimidin-5-yl)ethyl)-2,3-dihydro-1H-inden-1-yl)-2-methylpropan-2-sulfinamide FC1=CC=C2CC[C@](C2=C1)(CC(C1C(NC(N(C1=O)C1CCOCC1)=O)=O)=O)N[S@@](=O)C(C)(C)C